(E)-N-(2-((1R,5S,6S)-2-oxo-3-phenyl-3-azabicyclo[3.1.0]hexan-6-yl)ethyl)-3-(pyridin-3-yl)acrylamide O=C1[C@@H]2[C@H]([C@@H]2CN1C1=CC=CC=C1)CCNC(\C=C\C=1C=NC=CC1)=O